ClC=1C=C2C(=NC=NC2=C(C1)F)N1[C@H](CN(CC1)C(=O)OC(C)(C)C)C tert-Butyl (S)-4-(6-chloro-8-fluoroquinazolin-4-yl)-3-methylpiperazine-1-carboxylate